N-(5,8,11,14-eicosatetraenoyl)isoleucine C(CCCC=CCC=CCC=CCC=CCCCCC)(=O)N[C@@H]([C@@H](C)CC)C(=O)O